NCCCCC(=O)N[C@H](C(=O)N[C@@H]1C(NC(CC1)=O)=O)CC1=CC=CC=C1 5-amino-N-((S)-1-(((S)-2,6-dioxopiperidin-3-yl)amino)-1-oxo-3-phenylpropan-2-yl)pentanamide